1-(5-(3-hydroxyphenyl)-1H-indol-3-yl)-3-(4-(trifluoromethyl)phenyl)urea OC=1C=C(C=CC1)C=1C=C2C(=CNC2=CC1)NC(=O)NC1=CC=C(C=C1)C(F)(F)F